1-[6-bromo-4-fluoro-1-(propan-2-yl)-1H-benzimidazol-2-yl]ethan-1-ol BrC=1C=C(C2=C(N(C(=N2)C(C)O)C(C)C)C1)F